C(CCCCCCCCCCC)C=1C=C(SC1)C1=CC(=C(C2=NSN=C21)C=2SC=CC2)Cl 7-(4-dodecyl-thiophen-2-yl)-4-(thiophen-2-yl)-5-chloro-benzo[1,2,5]thiadiazole